C1(=CC(=CC=C1)CS(=O)(=O)N)CS(=O)(=O)N m-benzenedimethanesulfonamide